C(C)(C)(C)C=1C=C(C=C(C1O)C)C=CC#N 3-(3-tert-butyl-4-hydroxy-5-methylphenyl)acrylonitrile